C=C1CC=2C(C=3N(C1)N=C1C3C=NCC1)=NOC2 5-methylene-5,6,9,10-tetrahydro-4H-isoxazolo[3,4-c]pyrido[4',3':3,4]pyrazolo[1,5-a]azepine